C1S(CC12CC(C2)C(=O)N)(=O)=O 2-thiaspiro[3.3]heptane-6-carboxamide 2,2-dioxide